C1(=CC=CC=C1)C1=C(C(=CC=C1)C1=CC=CC=C1)C1=CC=CC=C1 3'-phenyl-1,1':2',1''-terphenyl